3-[5-(6-amino-7H-purin-2-yl)-1-oxo-2,3-dihydro-1H-isoindol-2-yl]piperidine-2,6-dione NC1=C2NC=NC2=NC(=N1)C=1C=C2CN(C(C2=CC1)=O)C1C(NC(CC1)=O)=O